CO[C@H]1[C@@H](O[C@@H]([C@H]1O)CO)N1C(=O)N=C(N)C=C1 2'-O-methyl-cytidine